4-((3-(Trifluoromethyl)benzyl)oxy)pyrrolo[1,2-a]quinoxaline-7-carboxylic acid FC(C=1C=C(COC=2C=3N(C4=CC=C(C=C4N2)C(=O)O)C=CC3)C=CC1)(F)F